4-[3-(4-tert-butoxycarbonylpiperazin-1-yl)propylamino]-4-oxo-but-2-enoic acid C(C)(C)(C)OC(=O)N1CCN(CC1)CCCNC(C=CC(=O)O)=O